methoxy-6-(tributylstannyl)pyridineamide COC=1C(=NC(=CC1)[Sn](CCCC)(CCCC)CCCC)C(=O)N